N-((2-amino-3-cyanobenzo[b]thiophene-4-carbonyl)oxy)-4-(1-methyl-4-(trifluoromethyl)-1H-imidazol-2-yl)benzimidamide NC1=C(C2=C(S1)C=CC=C2C(=O)ONC(C2=CC=C(C=C2)C=2N(C=C(N2)C(F)(F)F)C)=N)C#N